N[C@H]1CC[C@H]2N(C1=O)[C@@H](CS2)C(=O)N[C@@H](C[C@H]2C(NCC2)=O)C#N (3R,6S,8aS)-6-amino-N-((S)-1-cyano-2-((S)-2-oxopyrrolidin-3-yl)ethyl)-5-oxohexahydro-2H-thiazolo[3,2-a]pyridine-3-carboxamide